2-(6-(2-(5-(trifluoromethyl)pyrazin-2-yl)-2,8-diazaspiro[4.5]decan-8-yl)pyrazin-2-yl)-1,3,4-thiadiazole FC(C=1N=CC(=NC1)N1CC2(CC1)CCN(CC2)C2=CN=CC(=N2)C=2SC=NN2)(F)F